CC([C@H]1CC[C@H]2[C@@H]3CC[C@H]4CC(CC[C@]4(C)[C@H]3CC[C@]12C)=O)=O 5α-pregnan-3,20-dione